NCC=1C=CC(=C(C(=O)NC(C)C=2C=C(C=C(C2)C=2C=NN(C2)C)C=2C=C(SC2)C(=O)N(C)C)C1)C 4-(3-(1-(5-(aminomethyl)-2-methylbenzamido)ethyl)-5-(1-methyl-1H-pyrazol-4-yl)phenyl)-N,N-dimethylthiophene-2-carboxamide